C(C)(C)(C)N(C(O)=O)[C@](C=O)(C)C1=CC=C(C=C1)Cl.COC1=C(OC2=C(N)C=CC=C2)C=CC=C1 2-(2-methoxyphenoxy)aniline (R)-tert-butyl-(2-(4-chlorophenyl)-1-oxopropan-2-yl)carbamate